C(C)(=O)N1N=C(CC1C1=CC2=CN(N=C2C=C1)CC)C=1C(NC2=CC=C(C=C2C1C1=CC=CC=C1)Cl)=O 3-[2-acetyl-3-(2-ethylindazol-5-yl)-3,4-dihydropyrazol-5-yl]-6-chloro-4-phenyl-1H-quinolin-2-one